C(C)(C)(C)OC(=O)N1[C@@H](CCC1)C(=O)O N-t-butoxycarbonyl-proline